OC1=C(C=CC(=C1)C(F)(F)F)C1=C(C=C(N=N1)N[C@H]1CN(CCC1)CCN1CCC(CC1)O)C (R)-1-(2-(3-((6-(2-hydroxy-4-(trifluoromethyl)phenyl)-5-methylpyridazin-3-yl)amino)piperidin-1-yl)ethyl)piperidin-4-ol